2,5-dimethoxy-4-bromo-β-ketophenethylamine COC1=C(C(CN)=O)C=C(C(=C1)Br)OC